2-bromo-1-(4-phenoxyphenyl)ethanone aluminum (III) biscitrate monocatecholate C=1([O-])C([O-])=CC=CC1.C(CC(O)(C(=O)O)CC(=O)O)(=O)[O-].C(CC(O)(C(=O)O)CC(=O)O)(=O)O.[Al+3].BrCC(=O)C1=CC=C(C=C1)OC1=CC=CC=C1